methyl (3R,10bS)-10-fluoro-3-methyl-1,2,3,5,6,10b-hexahydropyrrolo[2,1-a]isoquinoline-8-carboxylate FC=1C=C(C=C2CCN3[C@H](C12)CC[C@H]3C)C(=O)OC